3-oxetanemethanamine O1CC(C1)CN